BrC=1C=NC=C(C1)S(=O)(=O)C 3-bromo-5-(methyl-sulfonyl)pyridine